N-([1,1'-biphenyl]-4-yl)-[1,1':3',1''-terphenyl]-2'-amine C1(=CC=C(C=C1)NC1=C(C=CC=C1C1=CC=CC=C1)C1=CC=CC=C1)C1=CC=CC=C1